N-[4-(1-phenyl-1H-[1,2,3]triazol-4-yl)-phenyl]acetamide C1(=CC=CC=C1)N1N=NC(=C1)C1=CC=C(C=C1)NC(C)=O